ClC1=NC=C2C(=N1)N(N=C2)C2CC(C2)(C(=O)OC)C trans-methyl 3-(6-chloropyrazolo[3,4-d]pyrimidin-1-yl)-1-methyl-cyclobutanecarboxylate